Racemic-ethyl 11-(benzyloxy)-12-(3-methoxypropoxy)-3,3-dimethyl-8-oxo-2,3,8,13b-tetrahydro-1H-pyrido[2,1-a]pyrrolo[1,2-c]phthalazine-7-carboxylate C(C1=CC=CC=C1)OC=1C(=CC=2[C@@H]3N(N4C(C2C1)=CC(C(=C4)C(=O)OCC)=O)C(CC3)(C)C)OCCCOC |r|